3-(4-chlorophenyl)-6,7-dihydrothieno[2'',3'':4',5']pyrimido[1',2':1,2]pyrido[3,4-b]indol-4(12H)-one ClC1=CC=C(C=C1)C1=CSC=2N=C3N(CCC4=C3NC3=CC=CC=C43)C(C21)=O